4-[5-(4-bromophenyl)-1-[2-(trifluoromethyl)phenyl]Pyrrol-2-yl]Benzonitrile BrC1=CC=C(C=C1)C1=CC=C(N1C1=C(C=CC=C1)C(F)(F)F)C1=CC=C(C#N)C=C1